N-tert-butyl-3-methoxy-6-(4-methylanilino)pyridine-2-carboxamide C(C)(C)(C)NC(=O)C1=NC(=CC=C1OC)NC1=CC=C(C=C1)C